2-(4-(3,5-dichloropyridin-4-yl)piperazin-1-yl)-2-(3-methoxyphenyl)acetonitrile ClC=1C=NC=C(C1N1CCN(CC1)C(C#N)C1=CC(=CC=C1)OC)Cl